6-Chloro-5-phenylmethanesulfonyl-1H-benzoimidazol ClC=1C(=CC2=C(NC=N2)C1)S(=O)(=O)CC1=CC=CC=C1